Ethyl (2R)-2-{[(1,2,3,5,6,7-hexahydro-s-indacen-4-yl)-carbamoyl]oxy}-3-[4-(trifluoromethyl)-1H-pyrazol-1-yl]propanoate C1CCC2=C(C=3CCCC3C=C12)NC(=O)O[C@@H](C(=O)OCC)CN1N=CC(=C1)C(F)(F)F